tert-butyl 2-[[3-[[(E)-7-(dimethylamino)-2-(methoxycarbonylamino)-7-oxo-hept-5-enyl]amino]-2-oxo-1-pyridyl]methyl]-5,7-difluoro-4-isobutyl-benzimidazole-1-carboxylate CN(C(/C=C/CCC(CNC=1C(N(C=CC1)CC1=NC2=C(N1C(=O)OC(C)(C)C)C(=CC(=C2CC(C)C)F)F)=O)NC(=O)OC)=O)C